C1(=CC=CC=C1)C#CCCC Phenylpentyne